COC1=CC=C(CN(S(=O)(=O)C=2C=C(CCOC3=NC=CC(=C3)C3=C(C(=CC(=C3)F)C(C)C)CC(=O)OC)C=CC2F)CC2=CC=C(C=C2)OC)C=C1 methyl 2-(2-(2-(3-(N,N-bis(4-methoxybenzyl)sulfamoyl)-4-fluorophenethoxy)-pyridin-4-yl)-4-fluoro-6-isopropylphenyl)acetate